C1(CC1)OC1=C(C(=NC=C1)OC)C1=CNC2=NC(=CC=C21)NC(=O)NCCN(C)C 1-(3-(4-cyclopropoxy-2-methoxypyridin-3-yl)-1H-pyrrolo[2,3-b]pyridin-6-yl)-3-(2-(dimethylamino)ethyl)urea